COC1=CC=C(CC=2NC=C(N2)C(=O)N)C=C1 2-(4-methoxybenzyl)-1H-imidazole-4-carboxamide